ClC1=C(C=C(C(=C1)CNC1(CC1)C=1C=NC=CC1C1=C(C=CC=C1)OC1CC1)Cl)CCCCN(C(=O)CCCC(=O)O)C[C@@H]([C@H]([C@@H]([C@@H](CO)O)O)O)O 4-[(4-[2,5-dichloro-4-[([1-[4-(2-cyclopropoxyphenyl)pyridin-3-yl]cyclopropyl]amino)methyl]phenyl]butyl)[(2S,3R,4R,5R)-2,3,4,5,6-pentahydroxyhexyl]carbamoyl]butanoic acid